6-(2-(4-((2-cyanopyrimidin-5-yl)oxy)phenyl)propan-2-yl)pyridine C(#N)C1=NC=C(C=N1)OC1=CC=C(C=C1)C(C)(C)C1=CC=CC=N1